C1(CC1)C(C)(C)C1=CN=CC=2N=C(N=C(C21)N)C2=CC=NC=C2 (2-cyclopropyl-propan-2-yl)-2-(pyridin-4-yl)pyrido[3,4-d]pyrimidin-4-amine